6-(3-bromophenyl)-6-(4-methyl-4H-1,2,4-triazol-3-yl)-2-(methylsulfonyl)-2-azaspiro[3.3]heptane BrC=1C=C(C=CC1)C1(CC2(CN(C2)S(=O)(=O)C)C1)C1=NN=CN1C